BrC1=C(N(C)CC)C=CC=C1 bromo-N-ethyl-N-methylaniline